acryl-fluorine C(=O)(C=C)F